N-({4-amino-1H,3H-furo[3,4-c]quinolin-7-yl}methyl)-6-cyano-N-[1-cyclopropyl-3-(trifluoromethyl)-1H-pyrazol-4-yl]pyridine-3-carboxamide NC1=NC=2C=C(C=CC2C2=C1COC2)CN(C(=O)C=2C=NC(=CC2)C#N)C=2C(=NN(C2)C2CC2)C(F)(F)F